CNC[C@@H](C1=CC(=C(C=C1)O)O)O The molecule is the R-enantiomer of adrenaline. It is a hormone secreted by the adrenal glands resulting in the 'fight-or-flight' response. It has a role as a hormone, an adrenergic agonist, a vasodilator agent, an alpha-adrenergic agonist, a bronchodilator agent, a vasoconstrictor agent, a beta-adrenergic agonist, a sympathomimetic agent, a mydriatic agent and a mouse metabolite. It is a conjugate base of a (R)-adrenaline(1+). It is an enantiomer of a (S)-adrenaline.